BrC=1C2=C(C=3C(=NC(=NC3C1F)S(=O)(=O)CC)Cl)COC2 6-bromo-1-chloro-3-ethylsulfonyl-5-fluoro-7,9-dihydrofuro[3,4-f]quinazoline